N-methyl-N-((1S,3R)-3-((6-(1-methyl-1H-pyrazol-4-yl)pyrazolo[1,5-a]pyrazin-4-yl)oxy)cyclopentyl)acrylamide CN(C(C=C)=O)[C@@H]1C[C@@H](CC1)OC=1C=2N(C=C(N1)C=1C=NN(C1)C)N=CC2